NC(=S)N aminothioketone